FC=1C(=CC=C2CN(C(C12)=O)[C@@H](C(=O)OC(C)(C)C)C)C1=NC(=NC=C1)NC1=CC=NN1C tert-butyl (R)-2-(7-fluoro-6-(2-((1-methyl-1H-pyrazol-5-yl)amino)pyrimidin-4-yl)-1-oxoisoindolin-2-yl)propionate